7-((3aR,3bS,4aS,5R,5aS)-2,2-Dimethyl-3b-vinylhexahydro-cyclopropa[3,4]cyclopenta[1,2-d][1,3]dioxol-5-yl)-4-methyl-7H-pyrrolo[2,3-d]pyrimidine CC1(O[C@H]2[C@@H](O1)[C@@H]([C@@H]1[C@]2(C1)C=C)N1C=CC2=C1N=CN=C2C)C